C(C=CCCCCC)O (-)-2-octenol